1-(3-Fluoro-5-methoxy-pyridin-4-yl)-7-methoxy-3-methyl-8-(2-methyl-3H-benzoimidazol-5-yl)-1,3-dihydroimidazo[4,5-c]-quinolin-2-one FC=1C=NC=C(C1N1C(N(C=2C=NC=3C=C(C(=CC3C21)C2=CC1=C(N=C(N1)C)C=C2)OC)C)=O)OC